CCCCCCCC/C=C\CCCCCCCC(=O)OC1=CC=C(C=C1)CC(=O)OCCC2CCN(CC2)CCSSCCN3CCC(CC3)CCOC(=O)CC4=CC=C(C=C4)OC(=O)CCCCCCC/C=C\CCCCCCCC bis[2-(4-{2-[4-(cis-9-octadecenoyloxy)phenylacetoxy]ethyl}piperidinyl)ethyl] disulfide